NC=1C=2N(C=CN1)C(=NC2C2=CC=C(C=C2)[C@@](C)(O)C2=C(C=CC=C2)F)[C@H]2CN1C(CC[C@@H]1CC2)=O (6R,8aS)-6-(8-Amino-1-{4-[(1R)-1-(2-fluorophenyl)-1-hydroxyethyl]phenyl}imidazo[1,5-a]pyrazin-3-yl)hexahydroindolizin-3(2H)-on